trisodium 3-[bis(3-sulfonatophenyl)phosphanyl]benzene-1-sulfonate S(=O)(=O)([O-])C=1C=C(C=CC1)P(C=1C=C(C=CC1)S(=O)(=O)[O-])C1=CC(=CC=C1)S(=O)(=O)[O-].[Na+].[Na+].[Na+]